(1-isopropyl-1H-pyrazol-5-yl)boronic acid C(C)(C)N1N=CC=C1B(O)O